5-(1'-(Cyclopropylmethyl)-[1,4'-bipiperidin]-4-yl)-7-fluoro-1-methyl-2-(4-(methylsulfonyl)phenyl)-1H-benzo[d]imidazol C1(CC1)CN1CCC(CC1)N1CCC(CC1)C1=CC2=C(N(C(=N2)C2=CC=C(C=C2)S(=O)(=O)C)C)C(=C1)F